NC=1N=NC(=CC1N1CC2CCC(C1)N2C=2C=C(C=CC2)CO)Cl [3-[3-(3-amino-6-chloro-pyridazin-4-yl)-3,8-diazabicyclo[3.2.1]octan-8-yl]phenyl]methanol